BrC1=CC(=NC=C1)C1(CN(C1)C(=O)OC(C)(C)C)O tert-butyl 3-(4-bromopyridin-2-yl)-3-hydroxyazetidine-1-carboxylate